N1C(NC2=NC=CC=C21)=O 1,3-DIHYDRO-IMIDAZO[4,5-B]PYRIDIN-2-ON